2,3-epoxy-1-propanol C(C1CO1)O